2-(1-(tert-butoxycarbonyl)azetidin-3-yl)benzo[d]thiazole-6-carboxylic acid C(C)(C)(C)OC(=O)N1CC(C1)C=1SC2=C(N1)C=CC(=C2)C(=O)O